[Cl-].C(C1=CC=CC=C1)[N+](CC)(CCC)CCC Benzyl-dipropylethyl-ammonium chloride